CC1(CCN(CC1)C=1C=NC=CC1)NC(OC(C)(C)C)=O tert-butyl (4-methyl-1-(pyridin-3-yl)piperidin-4-yl)carbamate